4-fluoro-1-methyl-7-nitro-1H-indazole FC1=C2C=NN(C2=C(C=C1)[N+](=O)[O-])C